C(C)N(CCCNS(=O)(=O)C(C(C(C(F)(F)F)(F)F)(F)F)(F)F)CC N-[3-(diethylamino)propyl]perfluorobutyl-sulfonamide